ClC=1C=C(C=CC1)[C@H]1O[P@](OCC1)(=O)NC1=NC(N(C=C1)[C@@H]1O[C@@H]([C@H](C1(F)F)O)CO)=O 4-(((2S,4S)-4-(3-chlorophenyl)-2-oxo-1,3,2-dioxaphosphorinan-2-yl)amino)-1-((2R,4R,5R)-3,3-difluoro-4-hydroxy-5-(hydroxymethyl)tetrahydrofuran-2-yl)pyrimidin-2(1H)-one